ClC1=C(C(=O)NC2=C3C=NN(C3=CC=C2)C=2C=NC(=CC2)C)C=C(C=C1)CNC(=O)C1CC1 2-Chloro-5-{[(cyclopropylcarbonyl)amino]methyl}-N-[1-(6-methylpyridin-3-yl)-1H-indazol-4-yl]benzamide